ClC1=C(C=C(N=N1)C=1C=NC=NC1)[C@H]1[C@@H](C1)CF 5-(6-Chloro-5-((1R,2R)-2-(fluoromethyl)cyclopropyl)pyridazin-3-yl)pyrimidine